methyl 2-(3-methylpyrrolidin-1-yl)-4-nitrobenzoate CC1CN(CC1)C1=C(C(=O)OC)C=CC(=C1)[N+](=O)[O-]